2-(7-chloro-4-oxo-2-(piperidin-1-ylmethyl)furo[2,3-d]pyridazin-5(4H)-yl)-N-(2,2-difluorobenzo[d][1,3]dioxol-5-yl)-N-methylacetamide ClC1=NN(C(C2=C1OC(=C2)CN2CCCCC2)=O)CC(=O)N(C)C2=CC1=C(OC(O1)(F)F)C=C2